FC1=CC=C(C(=O)NC2(CC2)C=2N=C3C4C(CN(C3=CC2)C(=O)OC2CCOCC2)C4)C=C1 tetrahydro-2H-pyran-4-yl 2-(1-(4-fluorobenzamido)cyclopropyl)-6,6a,7,7a-tetrahydro-5H-cyclopropa[c][1,5]naphthyridine-5-carboxylate